[15N]D-serine [15NH2][C@H](CO)C(=O)O